O1COC2=C1C=CC(=C2)C2=CC=C(N=N2)OC2C[C@@H]1[C@@H](CN(C1)CCC(C)(C)C)C2 (3aR,5s,6aS)-5-[6-(1,3-benzodioxol-5-yl)pyridazin-3-yl]oxy-2-(3,3-dimethylbutyl)-3,3a,4,5,6,6a-hexahydro-1H-cyclopenta[c]pyrrole